C(#C)C1CN(CCC1)C1=CC(=C(C=C1)[N+](=O)[O-])OC 3-ethynyl-1-(3-methoxy-4-nitrophenyl)piperidine